O[C@H](/C=C/C#CC\C=C/C\C=C/C\C=C/CCCCCCCCCCCCC(=O)OC)C\C=C/CC methyl (S,14Z,17Z,20Z,25E,29Z)-27-hydroxydotriaconta-14,17,20,25,29-pentaen-23-ynoate